OC1(CN(CCC1)C(=O)OC(C)(C)C)C1=CC2=C(NC(O2)=O)C=C1 tert-Butyl 3-hydroxy-3-(2-oxo-3H-1,3-benzoxazol-6-yl)piperidine-1-carboxylate